(Z)-2-(Trimethylsilyl)ethyl-3-(2,2,5,5-tetramethyl-1,3-dioxane-4-carboxamido)acrylate C[Si](CCOC(\C=C/NC(=O)C1OC(OCC1(C)C)(C)C)=O)(C)C